[F-].[NH4+].[Sn] stannum ammonium fluoride